C1(C=CC=CC=C1)C#CCN(S(=O)(=O)C1=CC=C(C=C1)C)CC#CC=1OC=CC1 N-[3-(cyclohepta-2,4,6-trienyl)prop-2-ynyl]-N-[3-(furan-2-yl)prop-2-ynyl]-4-methylbenzenesulfonamide